((2S,5R)-5-((3-((R)-2,2-difluorocyclopropyl)-1H-pyrrolo[2,3-b]pyridin-4-yl)amino)-2-methylpiperidin-1-yl)prop-2-en-1-one FC1([C@H](C1)C1=CNC2=NC=CC(=C21)N[C@@H]2CC[C@@H](N(C2)C(C=C)=O)C)F